BrC=1C=CC=2N(C1Cl)N=CN2 6-bromo-5-chloro-[1,2,4]triazolo[1,5-a]pyridine